2,3,6-trifluoroaniline FC1=C(N)C(=CC=C1F)F